N-benzyl-N-(t-butoxycarbonyl)-D-alanine C(C1=CC=CC=C1)N([C@H](C)C(=O)O)C(=O)OC(C)(C)C